C(C=C)(=O)NCCCP(O)(O)=O 3-acrylamidopropylphosphonic acid